(4-((1S,4S)-2-azabicyclo[2.2.1]hept-5-yl)-1,2-dimethyl-1H-benzo[d]imidazol-5-yl)-3-fluoro-2-(2-fluoro-6-methoxyphenyl)isonicotinamide [C@H]12NC[C@H](C(C1)C1=C(C=CC=3N(C(=NC31)C)C)C=3N=C(C(=C(C(=O)N)C3)F)C3=C(C=CC=C3OC)F)C2